(1H-pyrrolo[3,2-c]pyridin-4-yl)benzamide N1C=CC=2C(=NC=CC21)C2=C(C(=O)N)C=CC=C2